1-[(tert-butoxy)carbonyl](methyl)aminocyclopropane-1-carboxylic acid C(C)(C)(C)OC(=O)C1(C(C1)NC)C(=O)O